2-(2-ethylhexyl)-1,3,4-thiadiazole C(C)C(CC=1SC=NN1)CCCC